benzyl (2S,3R)-3-({2-[(tert-butoxycarbonyl) amino]-1,3-thiazol-5-yl} methyl)-1-[tert-butyl (dimethyl) silyl]-4-oxoazetidine-2-carboxylate C(C)(C)(C)OC(=O)NC=1SC(=CN1)C[C@@H]1[C@H](N(C1=O)[Si](C)(C)C(C)(C)C)C(=O)OCC1=CC=CC=C1